6-(1-(8-cyclopropyl-8-azabicyclo[3.2.1]octan-3-yl)piperidin-4-yl)-2-(3-fluoro-4-(methylsulfonyl)phenyl)-4-methyl-1H-benzo[d]imidazole C1(CC1)N1C2CC(CC1CC2)N2CCC(CC2)C=2C=C(C1=C(NC(=N1)C1=CC(=C(C=C1)S(=O)(=O)C)F)C2)C